(3-mercaptopropyl)-dimethoxysilane SCCC[SiH](OC)OC